tert-butyl (2-(benzyloxy)ethyl)-L-alaninate C(C1=CC=CC=C1)OCCN[C@@H](C)C(=O)OC(C)(C)C